Tert-butyl N-[(1r,4r)-4-{[3-(8-{2-[ethyl(isopropyl)carbamoyl]-4-fluorophenyl}-3-methylimidazo[1,5-a]pyridin-6-yl)pyrrolidin-1-yl]methyl}cyclohexyl]carbamate C(C)N(C(=O)C1=C(C=CC(=C1)F)C=1C=2N(C=C(C1)C1CN(CC1)CC1CCC(CC1)NC(OC(C)(C)C)=O)C(=NC2)C)C(C)C